3-(1H-pyrazol-1-yl)benzenesulfonamide N1(N=CC=C1)C=1C=C(C=CC1)S(=O)(=O)N